cis-2-heptene-1,1-dicarboxylic acid C(\C=C/CCCC)(C(=O)O)C(=O)O